(trans)-2-((2-((7,8-dihydro-2H-1,6,9-trioxa-9a-borabenzo[cd]azulen-4-yl)amino)-5-methylpyrimidin-4-yl)amino)cyclopentanecarbonitrile hydrochloride Cl.O1CC2=C3C(OCCOB13)=CC(=C2)NC2=NC=C(C(=N2)N[C@H]2[C@@H](CCC2)C#N)C